Cl.NC=1SC2=C(N1)CC[C@@H](C2)N(CCC)CC2CCN(CC2)C(=O)C=2NC1=CC=CC=C1C2 (S)-(4-(((2-amino-4,5,6,7-tetrahydrobenzo[d]thiazol-6-yl)(propyl)amino)methyl)piperidin-1-yl)(1H-indol-2-yl)methanone hydrochloride